C(C1=CC=CC=C1)=CC(=O)C=CC1=CC=CC=C1.C(C1=CC=CC=C1)=CC(=O)C=CC1=CC=CC=C1.C(C1=CC=CC=C1)=CC(=O)C=CC1=CC=CC=C1.[Pd].[Pd] dipalladium tri(dibenzylideneacetone)